azetidinyl-sulfonic acid N1(CCC1)S(=O)(=O)O